C1(C=CC=C1)[Sn+] cyclopentadienyl-tin (II)